1-(4-(6-(3-(5-cyclopropoxypyridin-2-yl)-1,2,4-thiadiazol-5-ylamino)pyridin-3-yl)piperazin-1-yl)ethanone C1(CC1)OC=1C=CC(=NC1)C1=NSC(=N1)NC1=CC=C(C=N1)N1CCN(CC1)C(C)=O